2'-(propan-2-yl)-6-({(1R,3R)-3-[(1,4,4-trimethyl-L-prolyl)amino]cyclopentyl}oxy)[1,1'-biphenyl]-3-carboxylic acid CC(C)C1=C(C=CC=C1)C1=CC(=CC=C1O[C@H]1C[C@@H](CC1)NC([C@H]1N(CC(C1)(C)C)C)=O)C(=O)O